FC1=C(OC2=C(C=C(C=C2)NS(=O)(=O)CC)C2=CC(=[N+](C(=C2)OCC(F)(F)F)[O-])C)C=CC(=C1)F 4-(2-(2,4-difluorophenoxy)-5-(ethylsulfonylamino)phenyl)-2-methyl-6-(2,2,2-trifluoroethoxy)pyridine 1-oxide